ClC1=CC2=C(C=C(O2)C=2N=C(SC2)C=2N(C=CC2)C(=O)OC(C)(C)C)C=C1 tert-butyl 2-(4-(6-chlorobenzofuran-2-yl)thiazol-2-yl)-1H-pyrrole-1-carboxylate